(2S)-tert-butyl 4-(3-(4-bromophenyl)-N-(tert-butoxycarbonyl)-4,4,4-trifluorobutylsulfonimidoyl)-2-((tert-butoxycarbonyl)amino)butanoate BrC1=CC=C(C=C1)C(CCS(=O)(=NC(=O)OC(C)(C)C)CC[C@@H](C(=O)OC(C)(C)C)NC(=O)OC(C)(C)C)C(F)(F)F